1-carbonyl-(2-nitro-6,7-dihydro-5H-imidazo[2,1-b][1,3]oxazin-7-yl)methanol C(=O)=C(O)C1CCN2C(O1)=NC(=C2)[N+](=O)[O-]